5-methylpyrimidin-4-ol CC=1C(=NC=NC1)O